COCC(CCCCC)(CCCCC)COC 6,6-bis(methoxymethyl)undecane